2-(2-(difluoromethoxy)-7-methylquinoxalin-5-yl)-7-(thiazol-4-ylmethoxy)benzo[d]Thiazole FC(OC1=NC2=CC(=CC(=C2N=C1)C=1SC2=C(N1)C=CC=C2OCC=2N=CSC2)C)F